The molecule is an L-alpha-amino acid zwitterion obtained by transfer of a proton from the carboxy to the amino group of methionine sulfone; major miscrospecies at pH 7.3. It is a tautomer of a L-methionine sulfone. CS(=O)(=O)CC[C@@H](C(=O)[O-])[NH3+]